C(#N)C=1C=C(C(N)=S)C=CC1 3-cyanobenzothioamide